NCC1=CC=CC(=N1)CN(CC1=NC=CC=C1)CC1=NC=CC=C1 (6-(aminomethyl)pyridin-2-yl)-N,N-bis(pyridin-2-ylmethyl)methylamine